COC1=CC=CC=C1N2CCN(CC2)CCN(C3=CC=CC=N3)C(=O)C4CCCCC4 N-[2-[4-(2-Methoxyphenyl)-1-piperazinyl]ethyl]-N-2-pyridinylcyclohexanecarboxamide maleate salt